COC([C@@H](C\C=C\Cl)C(C)C)=O (2S,4E)-5-chloro-2-isopropyl-pent-4-enoic acid methyl ester